4,6-Difluoro-1-methyl-1H-indazol FC1=C2C=NN(C2=CC(=C1)F)C